The molecule is the 3'-O-methyl derivative of luteolin. It has a role as an antineoplastic agent, an antioxidant and a metabolite. It is a trihydroxyflavone and a monomethoxyflavone. It derives from a luteolin. It is a conjugate acid of a 4',5-dihydroxy-3'-methoxyflavon-7-olate(1-). COC1=C(C=CC(=C1)C2=CC(=O)C3=C(C=C(C=C3O2)O)O)O